[2-(2,6-dichloroanilino)aminophenyl]ethanoic acid ClC1=C(NNC2=C(C=CC=C2)CC(=O)O)C(=CC=C1)Cl